[Ag].[Co].[Pd] palladium-cobalt-silver